FC1=CC(=CC=N1)CC1=NOC(=C1)C=1C(=NC=CC1)N 3-(3-((6-fluoropyridin-4-yl)methyl)isoxazol-5-yl)pyridin-2-amine